methyl 3-((3-(hydroxymethyl) phenoxy) methyl)-4-methoxy-benzoate OCC=1C=C(OCC=2C=C(C(=O)OC)C=CC2OC)C=CC1